C(CCC)N(C(=O)OCC1=C(N=NN1C)C1=CC=C(C(=N1)C1CCC1)O[C@@H]1C[C@H](CCC1)C(=O)OC)C (1S,3S)-methyl 3-((6-(5-(((butyl(methyl)carbamoyl)oxy)methyl)-1-methyl-1H-1,2,3-triazol-4-yl)-2-cyclobutylpyridin-3-yl)oxy)cyclohexane-1-carboxylate